[2-[4-benzyloxy-1-(4-fluorophenyl)-3-iodo-indol-2-yl]-2-methyl-propoxy]-tert-butyl-dimethyl-silane C(C1=CC=CC=C1)OC1=C2C(=C(N(C2=CC=C1)C1=CC=C(C=C1)F)C(CO[Si](C)(C)C(C)(C)C)(C)C)I